3-(5,6-Dimethoxythieno[3,2-b]pyridin-2-yl)-3-oxopropanoic acid tert-butyl ester C(C)(C)(C)OC(CC(=O)C1=CC2=NC(=C(C=C2S1)OC)OC)=O